(3RS,3aSR,6RS,7aRS)-3,6-dimethylhexahydro-1-benzofuran-2(3H)-one C[C@H]1C(O[C@H]2[C@H]1CC[C@H](C2)C)=O |r|